(2-(benzyloxy)-6-(3,5-dichlorophenyl)-3-methylpyridin-4-yl)methanol C(C1=CC=CC=C1)OC1=NC(=CC(=C1C)CO)C1=CC(=CC(=C1)Cl)Cl